NCC1=NNC(C2=CC=C(C=C12)C=1C=NC=C(C1)CO)=O 4-(aminomethyl)-6-(5-(hydroxymethyl)-pyridin-3-yl)phthalazin-1(2H)-one